C1(CCC(CC1)CCN)CCN 4-cyclohexanediethylamine